C(CC[C@@H](C(=O)O)NC(=O)C1=CC=C(NC[C@H]2CNC=3N=C(N)NC(=O)C3N2)C=C1)(=O)O.OC1[C@H](N)[C@@H](O)[C@@H](O)[C@H](O1)CO D-galactosamine (6S)-tetrahydrofolate